CN1CCC(CC1)(C(=O)OCC([C@H](C[C@H]1C(NCC1)=O)NC([C@@H](NC(=O)C=1NC2=CC=CC(=C2C1)OC)CC(C)C)=O)=O)C (3S)-3-({N-[(4-methoxy-1H-indol-2-yl) carbonyl]-L-leucyl}amino)-2-oxo-4-[(3S)-2-oxopyrrolidin-3-yl]butyl 1,4-dimethylpiperidine-4-carboxylate